N1C(=NCC1)COC1=CC=2C=3C=C4C(=C(C3N(C2C=C1)CCC(C)C)C)C=CN=C4 9-((4,5-dihydro-1H-imidazol-2-yl)methoxy)-6-isopentyl-5-methyl-6H-pyrido[4,3-b]carbazole